C(C)#N.C(C)#N.C(C)#N.C(C)#N.[Pd] palladium tetra-acetonitrile